N-((1-(6-(6-(Difluoromethyl)imidazo[1,2-b]pyridazin-3-yl)pyrimidin-4-yl)-4,4-difluoro-5-methylpiperidin-3-yl)methyl)methanesulfonamide FC(C=1C=CC=2N(N1)C(=CN2)C2=CC(=NC=N2)N2CC(C(C(C2)C)(F)F)CNS(=O)(=O)C)F